2-(4-ethylpiperazin-1-yl)-N-[4-(2-morpholin-4-yl-4-oxochromen-8-yl)dibenzothiophen-1-yl]acetamide C(C)N1CCN(CC1)CC(=O)NC1=CC=C(C=2SC3=C(C21)C=CC=C3)C=3C=CC=C2C(C=C(OC32)N3CCOCC3)=O